tin (II) ethylcaproate C(C)OC(CCCCC)=O.[Sn+2]